BrC1=CC=C(C=C1)C1=CC(NC1=C)=O 4-(4-bromophenyl)-5-methylene-pyrrol-2-one